CC(CC=CC(C)=O)CCCC(C)C 6,10-dimethylundecene-2-on